2-methyl-2-butenoate CC(C(=O)[O-])=CC